(1S,3R)-3-(3-{[(3,5-difluorophenyl)acetyl]amino}-1H-pyrazol-5-yl)cyclopentyl {[(1S,2S)-2-(hydroxymethyl)cyclopropyl]-methyl}carbamate OC[C@@H]1[C@H](C1)CNC(O[C@@H]1C[C@@H](CC1)C1=CC(=NN1)NC(CC1=CC(=CC(=C1)F)F)=O)=O